(Z)-nerylacetone C(\C=C(\C)/CCC=C(C)C)CC(C)=O